(3s,4s)-3-(tert-butoxycarbonylamino)-4-fluoro-piperidine-1-carboxylic acid benzyl ester C(C1=CC=CC=C1)OC(=O)N1C[C@@H]([C@H](CC1)F)NC(=O)OC(C)(C)C